O=C1CC(N(CC1)C(=O)OC(C)(C)C)C(=O)OC(C)(C)C ditert-butyl 4-oxopiperidine-1,2-dicarboxylate